F[C@@H]1[C@H](CN(CC1)C(=O)OC(C)(C)C)NC1=NC=CC(=N1)C1=CN=C2N1N=C(C(=C2)OC)C2OCC2 tert-butyl (3S,4S)-4-fluoro-3-((4-(7-methoxy-6-(oxetan-2-yl)imidazo[1,2-b]pyridazin-3-yl)pyrimidin-2-yl)amino)piperidine-1-carboxylate